methyl 3-(cyclohexyloxy)-4-(piperidin-4-yl)benzoate C1(CCCCC1)OC=1C=C(C(=O)OC)C=CC1C1CCNCC1